ClC1=C(C=C(C(=O)O)C=C1)C1=NN=CN1C 4-chloro-3-(4-methyl-1,2,4-triazol-3-yl)benzoic acid